1,3,6-trimethylbenzimidazole CN1CN(C2=C1C=C(C=C2)C)C